(5S,10S,14S)-10,14-bis(tert-butoxycarbonyl)-5-hexyl-2,2-dimethyl-4,7,12-trioxo-3-oxa-6,11,13-triazaheptadecan-17-oic acid C(C)(C)(C)OC(=O)[C@H](CCC(N[C@H](C(OC(C)(C)C)=O)CCCCCC)=O)NC(N[C@@H](CCC(=O)O)C(=O)OC(C)(C)C)=O